tert-Butyl ({1-[2-(1-hydroxycyclopentyl)ethyl]-5-oxo-4,5-dihydro-1H-pyrazol-3-yl}methyl)methylcarbamate OC1(CCCC1)CCN1N=C(CC1=O)CN(C(OC(C)(C)C)=O)C